((2-((2-(2,2-difluoro-7-(((6-methylpyridin-2-yl)methyl)carbamoyl)-8-oxo-[1,3]dioxolo[4,5-g]quinolin-5(8H)-yl)ethyl)carbamoyl)phenyl)thio)methyl butyrate C(CCC)(=O)OCSC1=C(C=CC=C1)C(NCCN1C=C(C(C=2C=C3C(=CC12)OC(O3)(F)F)=O)C(NCC3=NC(=CC=C3)C)=O)=O